CC1C(=NNC(C1)=O)C=1C=C2CCC(NC2=C(C1)C=1SC=CN1)=O 6-(4-methyl-6-oxo-1,4,5,6-tetrahydropyridazin-3-yl)-8-(thiazol-2-yl)-3,4-dihydroquinolin-2(1H)-one